C(C)OC(=O)C1N(N=C(C1)Br)C1=NC=CC=C1Cl 5-Bromo-2-(3-chloropyridin-2-yl)-3,4-dihydro-2H-pyrazole-3-carboxylic acid ethyl ester